N-(6-(3-cyanocyclobutyl)thiazolo[4,5-b]pyrazin-2-yl)-5'-methoxy-2',6-dimethyl-[4,4'-bipyridine]-3-carboxamide C(#N)C1CC(C1)C=1N=C2C(=NC1)N=C(S2)NC(=O)C=2C=NC(=CC2C2=CC(=NC=C2OC)C)C